C(C)(C)OC(=O)N1C(CCCC1C)C N-(isopropoxycarbonyl)-2,6-dimethylpiperidine